C(C)OC(=O)C(=CC1=NC=C(C(=O)OCC)C=C1[N+](=O)[O-])CC ethyl 6-(2-(ethoxycarbonyl) but-1-en-1-yl)-5-nitronicotinate